3-amino-7-(2-fluoro-6-methyl-phenyl)-N-(4-piperidylmethyl)isoquinoline-4-carboxamide NC=1N=CC2=CC(=CC=C2C1C(=O)NCC1CCNCC1)C1=C(C=CC=C1C)F